FC1=C(C=CC(=N1)C(=O)NC)C1CCNCC1 6-fluoro-N-methyl-5-(piperidin-4-yl)pyridineamide